1-(3-methoxyphenyl)propan-2-one COC=1C=C(C=CC1)CC(C)=O